2-Fluoro-6-[1-[2-(2-fluorophenyl)-3,6-dimethyl-4-oxo-chromen-8-yl]ethylamino]benzoic acid FC1=C(C(=O)O)C(=CC=C1)NC(C)C=1C=C(C=C2C(C(=C(OC12)C1=C(C=CC=C1)F)C)=O)C